1,1,1-trifluoro-N-(2-(4-hydroxy-3-(pyridin-4-ylmethyl)chroman-7-yl)phenyl)methanesulfonamide FC(S(=O)(=O)NC1=C(C=CC=C1)C1=CC=C2C(C(COC2=C1)CC1=CC=NC=C1)O)(F)F